C(CCC(=O)OCCCCCCCC)(=O)OCCCCCCCC di-octyl succinate